4-((trimethylsilyl)ethynyl)phenyl acetate C(C)(=O)OC1=CC=C(C=C1)C#C[Si](C)(C)C